N-(4-(7-(difluoromethoxy)-1,3,4,5-tetrahydro-2H-benzo[c]azepin-2-yl)-2,6-dimethylphenyl)-3,3-dimethylbutyramide FC(OC1=CC2=C(CN(CCC2)C2=CC(=C(C(=C2)C)NC(CC(C)(C)C)=O)C)C=C1)F